3-(Dimethylamino)-6-(6-methyl-1,2,4,5-tetrazin-3-yl)acridine CN(C=1C=CC2=CC3=CC=C(C=C3N=C2C1)C=1N=NC(=NN1)C)C